C(C)OCCC[Zn]CCCOCC bis[3-(ethoxy)propyl]zinc